ethyl 4-(4-ethoxycarbonylpyrazol-1-yl)piperidine-1,4-dicarboxylate C(C)OC(=O)C=1C=NN(C1)C1(CCN(CC1)C(=O)OCC)C(=O)[O-]